BrC1=C(C(=C(C=C1)C1CC(CC1)CCC)F)F 1-bromo-2,3-difluoro-4-(3-propylcyclopentyl)benzene